OCC1=CC=C(N1)C(=O)N1C[C@H](CC1)C(=O)NC1=CC(=C(C(=C1)F)F)F (S)-1-(5-(hydroxymethyl)-1H-pyrrole-2-carbonyl)-N-(3,4,5-trifluorophenyl)pyrrolidine-3-carboxamide